CC(C(=O)N[C@H](C(=O)O)CCN(CCCCC1=NC=2NCCCC2C=C1)CCOC)(CC1=CC=CC=C1)C (S)-2-(2,2-dimethyl-3-phenylpropanamido)-4-((2-methoxyethyl)(4-(5,6,7,8-tetrahydro-1,8-naphthyridin-2-yl)butyl)amino)butanoic acid